tert-butyl 3-fluoro-8-methyl-8-(trifluoromethyl)-7,8-dihydro-6H-pyrazolo[1,5-a]pyrrolo[2,3-e]pyrimidine-6-carboxylate FC=1C=NN2C1N=CC1=C2C(CN1C(=O)OC(C)(C)C)(C(F)(F)F)C